2-chloro-N-(4-(trifluoromethoxy)phenyl)acetamide tert-butyl-7-oxa-4-azabicyclo[4.1.0]heptane-4-carboxylate C(C)(C)(C)OC(=O)N1CCC2OC2C1.ClCC(=O)NC1=CC=C(C=C1)OC(F)(F)F